(2S,3R)-N-(2-amino-3-fluoro-4-((4-(trifluoromethyl)benzyl)amino)phenyl)-2,3-difluorododecanamide NC1=C(C=CC(=C1F)NCC1=CC=C(C=C1)C(F)(F)F)NC([C@@H]([C@@H](CCCCCCCCC)F)F)=O